COC([C@@H](CCC(CCBr)OCC1=CC=CC=C1)N)=O.C1(=CC=CC=C1)[C@@H]1C[C@H](N(C1)S(=O)(=O)N1CCOCC1)C1=NC(=NO1)CCCC1=CC=CC=C1 4-(((2S,4S)-4-phenyl-2-(3-(3-phenylpropyl)-1,2,4-oxadiazole-5-yl)pyrrolidin-1-yl)sulfonyl)morpholine methyl-(2R)-2-amino-5-(benzyloxy)-7-bromoheptanoate